(R)-6-(2-(3-chlorophenyl)-2-hydroxyacetyl)-2-(1-(5-(tetrahydro-2H-pyran-4-yl)pyridin-3-yl)cyclopropyl)-5,6,7,8-tetrahydropyrido[4,3-d]pyrimidin-4(3H)-one ClC=1C=C(C=CC1)[C@H](C(=O)N1CC2=C(N=C(NC2=O)C2(CC2)C=2C=NC=C(C2)C2CCOCC2)CC1)O